BrC=1C(=NC=NC1C(F)F)O 5-bromo-6-(difluoromethyl)pyrimidin-4-ol